6-(2,4-dimethoxypyrimidin-5-yl)-3-fluoro-8-(3,3,4,4-tetrafluoropyrrolidin-1-yl)imidazo[1,2-b]pyridazine COC1=NC=C(C(=N1)OC)C=1C=C(C=2N(N1)C(=CN2)F)N2CC(C(C2)(F)F)(F)F